COC1=CC=C(C=C1)N(C1=CC=CC=C1)C(CCCC)C [4-methoxy-phenyl]-(1-methyl-pentyl)-phenyl-amine